BrC1=C(C(=CC2=C1C=C(O2)C(N)=O)C(=O)OC(C(F)(F)F)C(F)(F)F)C 1,1,1,3,3,3-hexafluoropropan-2-yl 4-bromo-2-carbamoyl-5-methyl-1-benzofuran-6-carboxylate